(S)-3-(1-aminoethyl)-8-chloro-2-(5-methyl-1H-pyrazol-3-yl)isoquinolin-1(2H)-one N[C@@H](C)C=1N(C(C2=C(C=CC=C2C1)Cl)=O)C1=NNC(=C1)C